C(CCC)[Si](OCC(=C)B1OC(C(O1)(C)C)(C)C)(C)C butyl(dimethyl){[2-(4,4,5,5-tetramethyl-1,3,2-dioxaborolan-2-yl)prop-2-en-1-yl]oxy}silane